OC(CCCC1=CCC(CC1)\C=[N+](\C(C)C)/[O-])(C)C (Z)-1-(4-(4-hydroxy-4-methylpentyl)cyclohex-3-en-1-yl)-N-isopropylmethanimine oxide